COC=1N(C2=C(C(=NC=3C=CC=CC23)N(CC2=CC=C(C=C2)OC)CC2=CC=C(C=C2)OC)N1)CC1=CC=C(C=C1)CN1CCCC1 2-methoxy-N,N-bis((4-methoxyphenyl)methyl)-1-((4-((pyrrolidin-1-yl)methyl)phenyl)methyl)-1H-imidazo[4,5-c]quinolin-4-amine